N-(1-methyl-1H-pyrazol-4-yl)-N-(oxazolidin-4-yl)sulfamide CN1N=CC(=C1)N(S(=O)(=O)N)C1NCOC1